cesium lead-tin [Sn].[Pb].[Cs]